C(C1=CC=CC=C1)OCCN1C=C(C(=C1C1=C(C=CC=C1)C(F)(F)F)C)C(=O)N1C=NC=C1 (S)-(1-(2-(benzyloxy)ethyl)-4-methyl-5-(2-(trifluoromethyl)phenyl)-1H-pyrrol-3-yl)(1H-imidazol-1-yl)methanone